C12C3C4C5C(C(C3C(C=C1)C2)C4)C(=O)OC5=O tetracyclo[6.2.1.13,6.02,7]dodec-9-ene-4,5-dicarboxylic anhydride